C1(CCCCC1)NC(=O)C1=CC=CN2C1=NC1=CC=C(C=C1C2=O)C N-cyclohexyl-2-methyl-11-oxo-11H-pyrido[2,1-b]quinazoline-6-carboxamide